ClC1=C(C=C(C=C1)S(=O)(=O)NC=1C(=NC=C(C1)C)OC=1C=CC(=NC1)NC(CC=C)=O)C(F)(F)F N-(5-((3-((4-chloro-3-(trifluoromethyl)phenyl)sulfonamido)-5-methylpyridin-2-yl)oxy)pyridin-2-yl)but-3-enamide